O1COCCOCC1 1,3,6-trioxocane